OC(=O)C(F)(F)F.N1CC(C1)OCC1=NN(C=C1)C ((azetidin-3-yloxy)methyl)-1-methyl-1H-pyrazole TFA salt